5-chloro-N-(5-chloro-1-(1-(oxetan-3-yl)piperidin-4-yl)-1H-pyrazol-4-yl)-7-cyclopropyl-7H-pyrrolo[2,3-d]pyrimidin-2-amine ClC1=CN(C=2N=C(N=CC21)NC=2C=NN(C2Cl)C2CCN(CC2)C2COC2)C2CC2